manganese borate B([O-])([O-])[O-].[Mn+2].B([O-])([O-])[O-].[Mn+2].[Mn+2]